COC=1C=C(C=C(C1)OC)NC1=CC=C2N=CC(=NC2=C1)C=1C=NN(C1)C1CCN(CC1)C(=O)OC(C)(C)C tert-butyl 4-(4-(7-((3,5-dimethoxyphenyl)amino)quinoxalin-2-yl)-1H-pyrazol-1-yl)piperidine-1-carboxylate